3-(1-(4-hydroxypiperidin-4-yl)ethyl)-6-phenylpyrimidin-4(3H)-one hydrochloride Cl.OC1(CCNCC1)C(C)N1C=NC(=CC1=O)C1=CC=CC=C1